BrC1=CC=C(OC[C@H](C#N)O[Si](C)(C)C(C)(C)C)C=C1 (S)-3-(4-bromophenoxy)-2-((tert-butyldimethylsilyl)oxy)propionitrile